C[Si](C)(C)C#CC1=C(C=CC(=C1)N)C1=CC=CC=C1 ((trimethylsilyl)ethynyl)-[1,1'-biphenyl]-4-amine